CC1=CC=CC(=N1)C1=C(N=CN1)C=1C=C2C=C(C=NC2=CC1)NC1=NC=C(C=C1)N1CCNCC1 6-[5-(6-methyl-2-pyridyl)-1H-imidazol-4-yl]-N-(5-piperazin-1-yl-2-pyridyl)quinolin-3-amine